F[B-](F)(F)F.C[N+](CC)(CC)C Dimethyl-diethyl-ammonium tetrafluoroborate